NC(C(C)C)S(=O)(=O)[O-] amino-2-methyl-propyl-sulfonate